COC(=C(OC)OC)[SiH2]C1=C2C(CC2)=CC=C1 4-(trimethoxyvinylsilyl)benzocyclobutene